6-Fluoro-4-(4-fluorophenyl)-N-(pyrrolidin-2-ylmethyl)-3,4-dihydroquinoxaline-1(2H)-carboxamide FC=1C=C2N(CCN(C2=CC1)C(=O)NCC1NCCC1)C1=CC=C(C=C1)F